P1CCC2=C1C=CC=C2 benzophospholan